6-{[4-(1H-indol-6-yloxy)-1,3,5-triazin-2-yl]oxy}-1H-indole N1C=CC2=CC=C(C=C12)OC1=NC(=NC=N1)OC1=CC=C2C=CNC2=C1